tert-butyl N-[1-[3-(aminomethyl)-1-[4-(trifluoromethoxy)phenyl]pyrazolo[3,4-b]pyridin-4-yl]azetidin-3-yl]carbamate NCC1=NN(C2=NC=CC(=C21)N2CC(C2)NC(OC(C)(C)C)=O)C2=CC=C(C=C2)OC(F)(F)F